C(C)C1=C(C=CC(=C1)[N+](=O)[O-])OC1=CC=CC=C1 2-ethyl-4-nitro-1-phenoxybenzene